1-N-tert-butoxycarbonyl-3-oxopiperidine C(C)(C)(C)OC(=O)N1CC(CCC1)=O